O(C1=CC=CC=C1)CC[Se]C1=C(C(=O)NC2=CC=C(C=C2)C(F)(F)F)C=CC=C1 2-((2-phenoxyethyl)seleno)-N-(4-(trifluoromethyl)phenyl)benzamide